C(C)(C)(C)C1=CC=C(C(=N1)F)C(=O)NS(=O)(=O)C1=CC=CC(=N1)NCC(C[C@H]1CC(N(C1)C(=O)OC(C)(C)C)(C)C)CC(C)(C)C tert-Butyl (4S)-4-[2-[[[6-[(6-tert-butyl-2-fluoro-pyridine-3-carbonyl)sulfamoyl]-2-pyridyl]amino]methyl]-4,4-dimethyl-pentyl]-2,2-dimethyl-pyrrolidine-1-carboxylate